2-chlorodibenzo[b,f][1,4]thiazepin-11(10H)-one ClC=1C=CC2=C(C(NC3=C(S2)C=CC=C3)=O)C1